2-amino-1-cyclobutyl-1H-indole-6-carbonitrile NC=1N(C2=CC(=CC=C2C1)C#N)C1CCC1